[Br-].OCCN1C=[N+](C=C1)C 1-(2-hydroxyethyl)-3-methylimidazolium bromide salt